4-[5-(2-aminopropan-2-yl)pyridin-2-yl]-3-(5-cyclopropyl-2-methylpyrazol-3-yl)oxybenzonitrile NC(C)(C)C=1C=CC(=NC1)C1=C(C=C(C#N)C=C1)OC=1N(N=C(C1)C1CC1)C